3-[6-(m-cyanophenyl)-4-(1-{[6-(tert-butyl)-2-pyridinyl]methyl}-1H-1,2,3-triazol-4-yl)-2-pyrimidinylamino]propionic acid C(#N)C=1C=C(C=CC1)C1=CC(=NC(=N1)NCCC(=O)O)C=1N=NN(C1)CC1=NC(=CC=C1)C(C)(C)C